(S)-N-(7-(4-amino-7-methyl-5-(4-((4-methylpyrimidin-2-yl)oxy)phenyl)-7H-pyrrolo[2,3-d]pyrimidin-6-yl)-1,2,3,4-tetrahydronaphthalen-2-yl)acrylamide NC=1C2=C(N=CN1)N(C(=C2C2=CC=C(C=C2)OC2=NC=CC(=N2)C)C2=CC=C1CC[C@@H](CC1=C2)NC(C=C)=O)C